tert-butyl 3-((2-hydroxyethyl)amino)azetidine-1-carboxylate OCCNC1CN(C1)C(=O)OC(C)(C)C